FC[C@]1(CC2(OCCO2)CCC1)C[N+](=O)[O-] |r| rac-7-(fluoromethyl)-7-(nitromethyl)-1,4-dioxaspiro[4.5]decane